tert-Butyl {(3R)-1-[4-({[tert-butyl(dimethyl)silyl]oxy}methyl)-5-isopropyl-1,3-thiazol-2-yl]-4-methyl-1-oxopentan-3-yl}methylcarbamate [Si](C)(C)(C(C)(C)C)OCC=1N=C(SC1C(C)C)C(C[C@H](C(C)C)N(C(OC(C)(C)C)=O)C)=O